C(C1=CC=CC=C1)OC1=NC(=CC=C1C1=C(C=C(C=C1)Br)C)OCC1=CC=CC=C1 2,6-Bis(benzyloxy)-3-(4-bromo-2-methylphenyl)pyridine